C1=C(C=CC2=CC=CC=C12)C(=O)N[C@@H](C(=O)N1[C@@H](CCC1)C(=O)NC(C(C(=O)N)=O)C(C)C)CC1CCCCC1 (2S)-1-((R)-2-(2-naphthoylamino)-3-cyclohexylpropionyl)-N-(1-amino-4-methyl-1,2-dioxopent-3-yl)pyrrolidine-2-carboxamide